C1(CCCC1)NC=1C=C(C=C(C1)C1(CC(C1)C)C1=NN=CN1C)N1C(C2=CC(=CC(=C2C1)C(F)(F)F)CNC1(CCC1)C)=O 2-(3-(cyclopentylamino)-5-((1s,3s)-3-methyl-1-(4-methyl-4H-1,2,4-triazol-3-yl)-cyclobutyl)phenyl)-6-(((1-methylcyclobutyl)amino)methyl)-4-(trifluoromethyl)isoindolin-1-one